butyl N-[1-(2-fluoro-2-methylpropyl)-6-(trifluoromethyl)piperidin-3-yl]carbamate FC(CN1CC(CCC1C(F)(F)F)NC(OCCCC)=O)(C)C